2-(2-oxo-4-phenyl-2,5-dihydro-1H-pyrrol-1-yl)butanamide O=C1N(CC(=C1)C1=CC=CC=C1)C(C(=O)N)CC